FC(C1=CC=2C=CC=C(C2C=C1)B(O)O)(F)F 2-(TRIFLUOROMETHYL)NAPHTHALENE-5-BORONIC ACID